FC(C=1C=C(C=2N(C1)C(=NN2)N[C@@H](C)C2=NC=NN2C2=CC=C(C=N2)C#N)C(F)(F)F)(F)F 6-[5-[(1S)-1-[[6,8-bis(trifluoromethyl)-[1,2,4]triazolo[4,3-a]pyridin-3-yl]amino]ethyl]-1,2,4-triazol-1-yl]pyridine-3-carbonitrile